CC1=C(C2=C(C(=N1)NC)CN(C2)C(C[C@H]2[C@@H](C2)C=2C=NC(=CC2)C)=O)C 1-[6,7-Dimethyl-4-(methylamino)-1,3-dihydro-2H-pyrrolo[3,4-c]pyridin-2-yl]-2-[trans-2-(6-methylpyridin-3-yl)cyclopropyl]ethanon